2-((1R,3S,5R)-3-((6-Bromopyridin-2-yl)carbamoyl)-2-azabicyclo[3.1.0]hexan-2-yl-2-oxoethyl)5-((2-pyrrolidin-1-yl)pyrimidin-5-yl)-1H-indazole-3-carboxamide BrC1=CC=CC(=N1)NC(=O)[C@H]1N([C@@H]2C[C@@H]2C1)C(CN1NC2=CC=C(C=C2C1C(=O)N)C=1C=NC(=NC1)N1CCCC1)=O